1-(1-(m-chlorophenyl)vinyl)-1H-benzo[d][1,2,3]triazole ClC=1C=C(C=CC1)C(=C)N1N=NC2=C1C=CC=C2